1-[5-(azetidin-3-yl)-2-pyridyl]-3-(trifluoromethyl)pyrrolidin-3-ol tert-butyl-4-(6-fluoro-4-iodopyridin-2-yl)piperazine-1-carboxylate C(C)(C)(C)C1N(CCN(C1)C1=NC(=CC(=C1)I)F)C(=O)OC1(CN(CC1)C1=NC=C(C=C1)C1CNC1)C(F)(F)F